CC1(SCC(N1)C(=O)O)C(=O)O 2-methyl-1,3-thiazolidine-2,4-dicarboxylic acid